8-bromo-7-methoxy-5-phenyl-4-(phenylsulfonyl)benzo[c]oxepin-3(1H)-one BrC=1C(=CC2=C(COC(C(=C2C2=CC=CC=C2)S(=O)(=O)C2=CC=CC=C2)=O)C1)OC